[3-(6,8-Difluoro-imidazo[1,2-a]pyridin-3-yl)-1-hydroxymethyl-1H-pyrazolo[4,3-c]pyridin-6-yl]-1,4-oxazepan-4-yl-methanon FC=1C=C(C=2N(C1)C(=CN2)C2=NN(C1=C2C=NC(=C1)C(=O)N1CCOCCC1)CO)F